ClC1=C(C=CC(=C1)OC1=CC=NC2=CC(=C3C(=C12)OCCO3)OC)NC(=O)NC(C)C 1-(2-chloro-4-((5-methoxy-2,3-dihydro-[1,4]dioxino[2,3-f]quinolin-10-yl)oxy)phenyl)-3-isopropylurea